iodohypophosphorous acid IP(=O)O